C=1(C(=CC=CC1)C)C.[Mo] molybdenum xylene